BrC1=CC=C2C=C(C(=NC2=C1)C)C1(C(N(C(CC1)=O)C(=O)OC(C)(C)C)=O)F tert-Butyl 3-(7-bromo-2-methylquinolin-3-yl)-3-fluoro-2,6-dioxopiperidine-1-carboxylate